C1(=NC=CC2=CC=CC=C12)C1=NN=NN1CC1=CC=C(C(=O)NO)C=C1 4-[[5-(1-isoquinolinyl)tetrazol-1-yl]methyl]benzohydroxamic acid